[I-].ClC=1C=C2C(=NC1)C(=CN2)C[N+](C)(C)C 1-(6-Chloro-1H-pyrrolo[3,2-b]pyridin-3-yl)-N,N,N-trimethylmethanaminium Iodide